FC1(CCC(CC1)C1=NC=CC(=C1N1C(N=CC=C1)OC)C1=NC=CC=C1F)F N-(2'-(4,4-difluorocyclohexyl)-3-fluoro-[2,4'-bipyridine]-3'-yl)-2-methoxypyrimidine